C(C)(C)(C)OC(=O)N[C@@H]1C[C@@H](OCC1)C(=O)O (2R,4S)-4-(tert-butoxycarbonylamino)tetrahydropyran-2-carboxylic acid